C(C(=C)C)(=O)OC1=CC(=C(C(=O)C2=CC=C(C=C2)OC)C=C1)OCC 4-methacryloyloxy-ethoxy-4'-methoxybenzophenone